COC(=O)[C@@H]1CC[C@H](CC1)C(=O)N1CCN(CC1)C(=O)OC(C)(C)C tert-butyl 4-(trans-4-(methoxycarbonyl)cyclohexane-1-carbonyl)piperazine-1-carboxylate